C(C)(C)(C)C1N(CCC(C1)(CC1=C(C=CC=C1)I)C#N)C(=O)O[C@H](CNCCC1=CC(=CC=C1)Cl)COC1=CC=C(C=C1)S(=O)(=O)C (R)-1-((3-chlorophenethyl)amino)-3-(4-(methylsulfonyl)phenoxy)propan-2-ol tert-butyl-4-cyano-4-[(2-iodophenyl)methyl]piperidine-1-carboxylate